1,4-bis(2,3-epoxypropoxyl)butane O(CC1CO1)CCCCOCC1CO1